C(C1=CC=CC=C1)OC(=O)N1[C@H](CN(CC1)C1=CC(=NC(=N1)Cl)C(=O)O)CC#N 6-[(3S)-4-benzyloxycarbonyl-3-(cyanomethyl)piperazin-1-yl]-2-chloro-pyrimidine-4-carboxylic acid